3-[(3S,4R) or (3R,4S)-4-methyl-3-[({[1,3]thiazolo[5,4-b]pyridin-2-yl}amino)methyl]-2-azabicyclo[3.1.1]heptane-2-carbonyl]-4-(2H-1,2,3-triazol-2-yl)benzonitrile C[C@H]1[C@H](N(C2CC1C2)C(=O)C=2C=C(C#N)C=CC2N2N=CC=N2)CNC=2SC1=NC=CC=C1N2 |o1:1,2|